Pyruvic acid-1-13C tert-butyl-(2S,4R)-2-methyl-4-([1,2,4]triazolo[1,5-a]pyridin-6-yloxy)pyrrolidine-1-carboxylate C(C)(C)(C)OC(=O)N1[C@H](C[C@H](C1)OC=1C=CC=2N(C1)N=CN2)C.[13C](C(=O)C)(=O)O